1-Cyclopropyl-3-ethyl-1H-pyrazole-4-carboxylic acid hydrazide C1(CC1)N1N=C(C(=C1)C(=O)NN)CC